C(C1=CC=CC=C1)OCC(C(C)C(C(=O)OCC)C(=O)OCC)NC(=O)OC(C)(C)C (±)-Diethyl 2-(4-(benzyloxy)-3-((tert-butoxycarbonyl)amino)butan-2-yl)malonate